cycloocta[1,2,3-de]naphthalene C1C=2C=3C(=CC=CC3C=C1)C=CC=CC2